Tripotassium ethylenediamine tetraacetate C(C)(=O)ON(CCN(OC(C)=O)OC(C)=O)OC(C)=O.[K].[K].[K]